glycidoxypropyl-triphenoxysilane C(C1CO1)OCCC[Si](OC1=CC=CC=C1)(OC1=CC=CC=C1)OC1=CC=CC=C1